pyrrolo[2,3-c]pyridin-7-onyl-pyridinecarboxamide N=1C(=CC=2C1C(N=CC2)=O)C=2C(=NC=CC2)C(=O)N